O[C@@H]1CCC(CCC[C@@H]1O)=O |r| (±)-cis-4,5-dihydroxycyclooctanone